1-(4-chlorophenyl)-N-phenyl-ethanimine ClC1=CC=C(C=C1)C(C)=NC1=CC=CC=C1